CN1N=CC(=C1)C=1OC2=C(N1)C=CC=C2 2-(1-methyl-1H-pyrazol-4-yl)-1,3-benzoxazole